O1COC2=C1C=CC=C2CNC(C)C2=CC(=NC=C2)N2CCCCC2 N-(1,3-Benzodioxol-4-ylmethyl)-1-[2-(1-piperidinyl)-4-pyridinyl]ethylamine